tert-butyl (R)-4-(4-(6-amino-5-(1-(5-fluoro-2-(2H-1,2,3-triazol-2-yl)phenyl)ethoxy)pyridin-3-yl)-1H-pyrazol-1-yl)piperidine-1-carboxylate NC1=C(C=C(C=N1)C=1C=NN(C1)C1CCN(CC1)C(=O)OC(C)(C)C)O[C@H](C)C1=C(C=CC(=C1)F)N1N=CC=N1